N-(1-cyclopropyl-2-oxo-1,2-dihydropyridin-3-yl)-6-isopropoxy-2-((1R,4R)-1-methyl-2-oxabicyclo[2.2.1]hept-4-yl)-2H-indazole-5-carboxamide C1(CC1)N1C(C(=CC=C1)NC(=O)C1=CC2=CN(N=C2C=C1OC(C)C)[C@]12CO[C@](CC1)(C2)C)=O